CC=1C=CC(=NC1)N (5-methyl-2-pyridinyl)amine